5-(3-(2-fluoroethyl)-2-methyl-3H-imidazo[4,5-b]pyridin-5-yl)-N-(oxetan-3-ylmethyl)pyrrolo[2,1-f][1,2,4]triazin-2-amine FCCN1C(=NC=2C1=NC(=CC2)C=2C=CN1N=C(N=CC12)NCC1COC1)C